3-[[3-(2-amino-6-chloro-pyrimidin-4-yl)-1-(difluoromethyl)pyrazol-4-yl]methyl]-N-benzyl-4-cyclopropyl-benzamide NC1=NC(=CC(=N1)C1=NN(C=C1CC=1C=C(C(=O)NCC2=CC=CC=C2)C=CC1C1CC1)C(F)F)Cl